2-(4-cyclopropyl-2,6-dimethylphenyl)-6-[(2R)-oxolan-2-yl]-2,5-dihydro-4H-pyrazolo[3,4-d]pyrimidin-4-one C1(CC1)C1=CC(=C(C(=C1)C)N1N=C2N=C(NC(C2=C1)=O)[C@@H]1OCCC1)C